C1(=CC=CC=C1)C(=O)C(C)(C)C tert-Butyl Phenyl ketone